C1(=CC=CC=C1)C(C(=O)O)CCCC(=O)O α-phenyladipic acid